tert-butyl (S)-7-(4-fluorobenzyl)-6-(2-hydroxyethoxy)-2-methyl-2,3-dihydro-1H-pyrido[2,3-b][1,4]oxazine-1-carboxylate FC1=CC=C(CC2=CC3=C(OC[C@@H](N3C(=O)OC(C)(C)C)C)N=C2OCCO)C=C1